FC(C(C(F)(F)S(=O)(=O)C(C(C(C(F)(F)F)(F)F)(F)F)(F)F)(F)F)(C(F)(F)F)F nonafluorobutylsulfone